perfluorooctyl-potassium phosphate P(=O)(O)(O)O.FC(C(C(C(C(C(C(C(F)(F)F)(F)F)(F)F)(F)F)(F)F)(F)F)(F)F)([K])F